C(=O)(OC(C)(C)C)N1CCN(CC1)C1=CC=C(C=C1)N 1-BOC-4-(4-aminophenyl)piperazine